ClC=1C=C(C(=O)N[C@@H](C)C2=NC(=NN2C2=NC=NC(=C2)N=S(=O)(C)C)C)C=C(N1)C(F)(F)F (S)-2-chloro-N-(1-(1-(6-((dimethyl(oxo)-λ6-sulfaneylidene)amino)pyrimidin-4-yl)-3-methyl-1H-1,2,4-triazol-5-yl)ethyl)-6-(trifluoromethyl)isonicotinamide